C(C)(C)(C)OC(=O)NC/C(/CS(=O)(=O)C1=CC=C(C(=O)OC)C=C1)=C\F methyl (E)-4-((2-(((tert-butoxycarbonyl)amino)methyl)-3-fluoroallyl)sulfonyl)benzoate